(S)-1-(5-methoxyisochroman-1-yl)-N-methyl-methylamine COC1=C2CCO[C@@H](C2=CC=C1)CNC